1-(5-(6-chloro-5-methoxy-1-methyl-3-(1H-pyrazol-4-yl)-1H-pyrrolo[3,2-b]pyridin-2-yl)-1H-1,2,4-triazol-3-yl)-2-methoxy-N,N-dimethylethan-1-amine ClC=1C=C2C(=NC1OC)C(=C(N2C)C2=NC(=NN2)C(COC)N(C)C)C=2C=NNC2